BrC1=C(OCC(COC(C2=CC=CC=C2)=O)(F)F)C=CC(=C1F)C1=NNC(CC1C)=O Benzoic acid 3-[2-bromo-3-fluoro-4-(4-methyl-6-oxo-4,5-dihydro-1H-pyridazin-3-yl) phenoxy]-2,2-Difluoropropyl ester